ClC=1C=2C(N=C3N(C2C=CC1)C1=CC(=CC=C1C3(C)C)N3CCN(CC3)CC=3C=CC(=NC3)N3CCC(CC3)C3=CC(=C(C(=C3)F)C3C(NC(CC3)=O)=O)F)=O 3-(4-(1-(5-((4-(4-chloro-7,7-dimethyl-5-oxo-5,7-dihydroindolo[1,2-a]quinazolin-10-yl)piperazin-1-yl)methyl)pyridin-2-yl)piperidin-4-yl)-2,6-difluorophenyl)piperidine-2,6-dione